FC=1C=2N(C=C(C1)C=1C=C3C(NC(=NC3=CC1)NC1CCNCC1)=O)C=C(N2)C 6-(8-fluoro-2-methylimidazo[1,2-a]pyridin-6-yl)-2-(piperidin-4-ylamino)quinazolin-4(3H)-one